(1R)-1-methyl-N-[(3S)-7,9-difluoro-2-oxo-1,3,4,5-tetrahydro-1-benzazepine-3-yl]-1-(trifluoromethyl)-3H-furo[3,4-c]Pyridine-6-carboxamide C[C@]1(OCC=2C=NC(=CC21)C(=O)N[C@@H]2C(NC1=C(CC2)C=C(C=C1F)F)=O)C(F)(F)F